C1(CC1)C1=NNC(=C1)NC1=CC2=C(C(=NO2)NS(=O)(=O)C2=C(C=C(C=C2OC)C2CNCC2)OC)C=C1OC N-{6-[(3-cyclopropyl-1H-pyrazol-5-yl)amino]-5-methoxy-1,2-benzoxazol-3-yl}-2,6-dimethoxy-4-(pyrrolidin-3-yl)benzene-1-sulfonamide